N1C=C(C=2C1=NC=CC2)C2=CC=1N(C=C2)N=CC1C(=O)N1CC2(C1)CN(C2)C (5-(1H-Pyrrolo[2,3-b]pyridin-3-yl)pyrazolo[1,5-a]pyridin-3-yl)(6-methyl-2,6-diazaspiro[3.3]heptan-2-yl)methanone